5-(1-aminoisoquinolin-7-yl)-1,2-dihydro-3H-indazol-3-one NC1=NC=CC2=CC=C(C=C12)C=1C=C2C(NNC2=CC1)=O